COC1=C(C=CC=C1)C1CCN(CC1)[C@H]1CC2(CN(C2)C2=NC=CN=C2)CC1 (R)-6-(4-(2-methoxyphenyl)piperidin-1-yl)-2-(pyrazin-2-yl)-2-azaspiro[3.4]octane